Ethyl (S)-3-((tert-butoxycarbonyl)amino)-3-(3',4-difluoro-2',5,6'-trimethyl-[1,1'-biphenyl]-3-yl)propanoate C(C)(C)(C)OC(=O)N[C@@H](CC(=O)OCC)C=1C=C(C=C(C1F)C)C1=C(C(=CC=C1C)F)C